CCCCCCCC(CCCCCCC)OC(C(CCCCCCC(CCCCCCCCCC)N(OCCCCCCCCCC)C(CCCN(C)C)=O)(F)F)=O 9-(N-(decyloxy)-4-(dimethylamino)butyrylamino)-2,2-difluoro-nonadecanoic acid pentadec-8-yl ester